6,6'-(2,5-bis(hexyloxy)-1,4-phenylene)bis(4,4-bis(4-hexylphenyl)-4H-cyclopenta[2,1-b:3,4-b']dithiophene-2-carbaldehyde) C(CCCCC)OC1=C(C=C(C(=C1)C1=CC2=C(S1)C=1SC(=CC1C2(C2=CC=C(C=C2)CCCCCC)C2=CC=C(C=C2)CCCCCC)C=O)OCCCCCC)C2=CC1=C(S2)C=2SC(=CC2C1(C1=CC=C(C=C1)CCCCCC)C1=CC=C(C=C1)CCCCCC)C=O